6-(3-amino-5-fluoro-6-(4-((1R,5S)-3-isopropyl-3-azabicyclo[3.1.0]hexane-1-yl)phenyl)pyrazin-2-yl)-7-fluoro-3,4-dihydroisoquinolin-1(2H)-one NC=1C(=NC(=C(N1)F)C1=CC=C(C=C1)[C@@]12CN(C[C@H]2C1)C(C)C)C=1C=C2CCNC(C2=CC1F)=O